C1(CC1)C=1N=NN(C1)[C@H](C(=O)N1[C@@H](C[C@H](C1)O)C(=O)NCCCC1=NN=NN1C)C(C)(C)C (2S,4r)-1-[(2S)-2-(4-cyclopropyltriazol-1-yl)-3,3-dimethyl-butyryl]-4-hydroxy-N-[3-(1-methyltetrazol-5-yl)propyl]pyrrolidine-2-carboxamide